N[C@H]1C[C@H](N(CC1)C(=O)N1CC2(CCCC2)C(CC1)CN1C=NC(=CC1=O)C(F)F)C1=CC=CC=C1 3-((7-((2S,4R)-4-amino-2-phenylpiperidine-1-carbonyl)-7-azaspiro[4.5]dec-10-yl)methyl)-6-(difluoromethyl)pyrimidin-4(3H)-one